BrC1=C(C=CC(=C1)SCC(OCC)OCC)F 2-bromo-4-(2,2-diethoxyethylsulfanyl)-1-fluoro-benzene